NC1=NC(=NC=N1)N1C[C@@]([C@@H](CC1)O)(C)F (3R,4R)-1-(4-amino-1,3,5-triazin-2-yl)-3-fluoro-3-methylpiperidin-4-ol